Cl.CN(C)C=C1[C@](CCCC1)(O)C1=CC(=CC=C1)OC |r| (±)-(1RS,2RS)-2-[(N,N-dimethylamino)methylene]-1-(3-methoxyphenyl)cyclohexanol hydrochloride